The molecule is a macrolide antibiotic that is narbonolide having a 3,4,6-trideoxy-3-(dimethylamino)-beta-D-xylo-hexopyranosyl residue attached at position 6. It is biosynthesised by Streptomyces venezuelae. It has a role as a bacterial metabolite. It is a macrolide antibiotic, a monosaccharide derivative and an enone. It derives from a narbonolide. It is a conjugate base of a narbomycin(1+). CC[C@@H]1[C@@H](/C=C/C(=O)[C@@H](C[C@@H]([C@@H]([C@H](C(=O)[C@H](C(=O)O1)C)C)O[C@H]2[C@@H]([C@H](C[C@H](O2)C)N(C)C)O)C)C)C